BrC1=NN2C(C(=NC(=C2)C)OC)=C1C 2-bromo-4-methoxy-3,6-dimethylpyrazolo[1,5-a]pyrazine